6-(1,3-Dimethyl-1H-pyrazol-4-yl)-8-methoxy-N-((6-methylpyridazin-3-yl)methyl)quinazolin-4-amine CN1N=C(C(=C1)C=1C=C2C(=NC=NC2=C(C1)OC)NCC=1N=NC(=CC1)C)C